ClC1=CC2=C(NC(=N2)CC2=C(C=C(C=C2)F)Cl)C=C1F 5-chloro-6-fluoro-2-(2-chloro-4-fluorobenzyl)-1H-benzimidazole